OC[C@H](C(=O)N[C@@H](C(C)(C)O)C1=CC=C(C=C1)OCC(CCC)C)C1=CC=CC=C1 (2R)-3-hydroxy-N-((1R)-2-hydroxy-2-methyl-1-(4-((2-methylpentyl)oxy)phenyl)propyl)-2-phenylpropanamide